(3-trifluoromethyl-4-(1H-pyrazol-1-yl)phenyl)-1-(4-oxo-4H-pyrido[1,2-a]pyrimidin-9-yl)-5-(trifluoromethyl)-1H-pyrazole-4-carboxamide FC(C=1C=C(C=CC1N1N=CC=C1)C1=NN(C(=C1C(=O)N)C(F)(F)F)C1=CC=CN2C1=NC=CC2=O)(F)F